2-amino-5-fluoro-4-(trifluoromethyl)benzoic acid methyl ester COC(C1=C(C=C(C(=C1)F)C(F)(F)F)N)=O